4-(3-bromo-4-oxo-2-(trifluoromethyl)-4H-pyrido[1,2-a]pyrimidin-9-yl)-N-(2-cyanoethyl)-N-ethylbenzamide BrC1=C(N=C2N(C1=O)C=CC=C2C2=CC=C(C(=O)N(CC)CCC#N)C=C2)C(F)(F)F